α-Butylstyrol C(CCC)C=CC1=CC=CC=C1